C1(CC1)C1=NC2=CC=C(C=C2C=C1)C1=CN=C(N1)[C@H](CCCCCC(CC)=O)NC(=O)[C@H]1CC12CCN(CC2)C (S)-N-((S)-1-(5-(2-cyclopropylquinolin-6-yl)-1H-imidazol-2-yl)-7-oxononyl)-6-methyl-6-azaspiro[2.5]octane-1-carboxamide